(S)-tert-butyl (1-((6-fluoro-2',4-dimethyl-[2,4'-bipyridin]-5-yl)oxy)-2,4-dimethylpentan-2-yl)carbamate FC1=C(C(=CC(=N1)C1=CC(=NC=C1)C)C)OC[C@@](CC(C)C)(C)NC(OC(C)(C)C)=O